Cl.N1=CC(=CC=C1)CON 3-pyridylmethoxyamine hydrochloride